FC(C(=O)O)(F)F.NCC(CN1N=CN(C1=O)CC1=CC=C(S1)C#CC1C(NC2=C(O1)C=CC=N2)=O)=C(F)F [2-[5-[[1-[2-(aminomethyl)-3,3-difluoro-allyl]-5-oxo-1,2,4-triazol-4-yl]methyl]-2-thienyl]ethynyl]-4H-pyrido[3,2-b][1,4]oxazin-3-one trifluoroacetate salt